C(C1=CC=CC=C1)N1N=NN=C1C(N1CCN(CC1)C(C=1C=NC=CC1)C1=NN=NN1CC1=CC=CC=C1)C=1C=NC=CC1 1,4-bis((1-benzyl-1H-tetrazol-5-yl)(pyridin-3-yl)methyl)piperazine